2-chloroethylchloromethylsulfide ClCCC(Cl)SC(CCCl)Cl